N1C(CCCC1)C(=O)[O-] piperidine-2-carboxylate